OCCOC1=CC=C(C=C1)C=1C(=NC(=CN1)CCC(F)(F)F)N1CCC(CC1)C(=O)O 1-(3-(4-(2-hydroxyethoxy)phenyl)-6-(3,3,3-trifluoropropyl)pyrazin-2-yl)piperidine-4-carboxylic acid